4-[[3-(4-piperidyl)pyrazol-1-yl]oxymethyl]benzonitrile N1CCC(CC1)C1=NN(C=C1)OCC1=CC=C(C#N)C=C1